3,5-bis(trifluoromethyl)benzyl (E)-(5-(3-oxo-3-(((tetrahydro-2H-pyran-2-yl)oxy)amino)prop-1-en-1-yl)-2,3-dihydro-1H-inden-1-yl)carbamate O=C(/C=C/C=1C=C2CCC(C2=CC1)NC(OCC1=CC(=CC(=C1)C(F)(F)F)C(F)(F)F)=O)NOC1OCCCC1